4,4'-bis{[(3-methyl-3-oxetanyl)methoxy]methyl}biphenyl 3-(4-bromothiazol-2-yl)-3-(dimethylamino)propanoate BrC=1N=C(SC1)C(CC(=O)O)N(C)C.CC1(COC1)COCC1=CC=C(C=C1)C1=CC=C(C=C1)COCC1(COC1)C